C(C)(C)N(C(C)C)[SiH3] (Diisopropylamino)silane